(2R,3S,5Z,8Z)-1-toluenesulfonyloxy-2,3-epoxy-5,8-heptadeca-diene C(C1=CC=CC=C1)S(=O)(=O)OC[C@@H]1[C@H](C\C=C/C\C=C/CCCCCCCC)O1